(1R*,3R*,4S*)-3-azido-1-(3-(5-bromopyrimidin-2-yl)benzyl)-4-fluoro-N-methoxy-N-methylcyclopentane-1-carboxamide N(=[N+]=[N-])[C@@H]1C[C@](C[C@@H]1F)(C(=O)N(C)OC)CC1=CC(=CC=C1)C1=NC=C(C=N1)Br |o1:3,5,7|